C1CC2CC2OC1 oxabicyclo[4.1.0]heptane